3-hydroxy-3-methyl-1-(5-(4-(trifluoromethyl)-phenoxy)-3,4-dihydroisoquinolin-2(1H)-yl)butan-1-one OC(CC(=O)N1CC2=CC=CC(=C2CC1)OC1=CC=C(C=C1)C(F)(F)F)(C)C